OC1=CC(=C(C=C1)C1=CC(=CC(=C1)OC)CN1[C@H](CCC1)C(=O)N[C@@H](C)C1=CC(=C(C(=O)OCC)C=C1)OC)C Ethyl 4-((S)-1-((R)-1-((4'-hydroxy-5-methoxy-2'-methyl-[1,1'-biphenyl]-3-yl) methyl) pyrrolidin-2-amido) ethyl)-2-methoxybenzoate